C[C@@H]1CN(CCC1)C(=O)C=1C=C2C=CC=C(C2=CC1)C=1C=C2C=CNC(C2=CC1)=O (S)-6-(6-(3-methylpiperidine-1-carbonyl)naphthalen-1-yl)isoquinolin-1(2H)-one